(R)-1-((S)-3-(difluoromethyl)pyrrolidine-1-yl)propane tert-butyl-4-(4-nitro-3-phenoxy-phenyl)-3,6-dihydro-2H-pyridine-1-carboxylate C(C)(C)(C)OC(=O)N1CCC(=CC1)C1=CC(=C(C=C1)[N+](=O)[O-])OC1=CC=CC=C1.FC([C@@H]1CN(CC1)CCC)F